FC1(CCC(CC1)N1N=CC2=C1N=C(NC2=O)SCC(=O)NC=2SC(=NN2)Br)F 2-((1-(4,4-difluorocyclohexyl)-4-oxo-4,5-dihydro-1H-pyrazolo[3,4-d]pyrimidin-6-yl)thio)-N-(5-bromo-1,3,4-thiadiazol-2-yl)acetamid